S-(4-((2-(difluoromethoxy)-6-methoxypyridin-3-yl)carbamoyl)-4-(2-isopropylphenyl)cyclohexyl) ethanethioate C(C)(SC1CCC(CC1)(C1=C(C=CC=C1)C(C)C)C(NC=1C(=NC(=CC1)OC)OC(F)F)=O)=O